diphenyl-(2-(quinolin-4-yl)ethyl)phosphorus oxide C1(=CC=CC=C1)P(CCC1=CC=NC2=CC=CC=C12)(C1=CC=CC=C1)=O